tert-butyl 5-bromo-3-(3-pyridyl)indazole-1-carboxylate BrC=1C=C2C(=NN(C2=CC1)C(=O)OC(C)(C)C)C=1C=NC=CC1